ClC=1C=C2C=CC(=NC2=CC1)C(=O)N[C@@H]1CC[C@H](CC1)C(NCC1CNC2=C(O1)C=CC(=C2)Cl)=O trans-6-chloro-N-(4-(((6-chloro-3,4-dihydro-2H-benzo[b][1,4]oxazin-2-yl)methyl)carbamoyl)cyclohexyl)quinoline-2-carboxamide